C1(=CC(=CC=C1)C=1OCCN1)C=1OCCN1 2,2'-(1,3-Phenylene)-bisoxazoline